Bicyclo[1.1.1]pentane-1,3-dicarboxylic acid dimethylamide (4-methoxy-7-morpholin-4-yl-thiazolo[4,5-c]pyridin-2-yl)-amide COC1=NC=C(C2=C1N=C(S2)NC(=O)C21CC(C2)(C1)C(=O)N(C)C)N1CCOCC1